C(C)N1CCC(CC1)C=1SC2=C(N1)C=C(C=C2)C2=CC[C@@H](CN2C(=O)OC(C)(C)C)C (S)-tert-butyl 6-(2-(1-ethylpiperidin-4-yl)benzo[d]thiazol-5-yl)-3-methyl-3,4-dihydropyridine-1(2H)-carboxylate